5-methoxy-6-[[4-[(7-morpholino-[1,2,4]triazolo[1,5-c]pyrimidin-5-yl)oxy]cyclohexyl]amino]pyridine-3-carbonitrile COC=1C=C(C=NC1NC1CCC(CC1)OC1=NC(=CC=2N1N=CN2)N2CCOCC2)C#N